ClC1=CC=C(C2=CN(N=C12)C)C1=CC(=C(CN2C(C3=NC=CC=C3C2=O)([2H])[2H])C(=C1)OCC(C)C)F 6-(4-(7-chloro-2-methyl-2H-indazol-4-yl)-2-fluoro-6-isobutoxybenzyl)-6,7-dihydro-5H-pyrrolo[3,4-b]pyridin-5-one-7,7-d2